CC[C@H]1C(=O)N(CC(=O)N([C@H](C(=O)N[C@H](C(=O)N([C@H](C(=O)N[C@H](C(=O)N[C@@H](C(=O)N([C@H](C(=O)N([C@H](C(=O)N([C@H](C(=O)N([C@H](C(=O)N1)[C@@H]([C@H](C)C/C=C/CO)O)C)C(C)C)C)CC(C)C)C)CC(C)C)C)C)C)CC(C)C)C)C(C)C)CC(C)C)C)C The molecule is a cyclosporin A derivative that is cyclosporin A in which residue 1 [(2S,3R,4R,6E)-3-hydroxy-4-methyl-2-(methylamino)oct-6-enoic acid] has undergone allylic oxidation to give the corresponding primary allylic alcohol. It specifically inhibits growth of renal cells in culture. It has a role as a drug metabolite. It is a cyclosporin A derivative and a primary allylic alcohol.